8-methyl-tetracyclo[4.4.0.12,5.17,10]-dodec-3-ene CC1C2C3C4C=CC(C3C(C1)C2)C4